COC1=CC=C(C=C1)COC(=O)NC(CCCCCCCNCCC(C)(C)NC(OC(C)(C)C)=O)(C)C tert-butyl N-(4-{[8-({[(4-methoxyphenyl)methoxy]carbonyl}amino)-8-methylnonyl]amino}-2-methylbutan-2-yl)carbamate